ethyl 2-(((3-butyl-7-methoxy-2-methyl-1,1-dioxido-5-phenyl-2,3,4,5-tetrahydro-1,2,5-benzothiadiazepin-8-yl)methyl)thio)acetate C(CCC)C1N(S(C2=C(N(C1)C1=CC=CC=C1)C=C(C(=C2)CSCC(=O)OCC)OC)(=O)=O)C